C(CCCCCCC)N1C=NC2=C1C=CC=C2 1-octylbenzimidazole